[dimethylamino(triazolo[4,5-b]pyridin-3-yloxy)methylidene]-dimethyl-azanium hexafluorophosphate F[P-](F)(F)(F)(F)F.CN(C)C(ON1N=NC=2C1=NC=CC2)=[N+](C)C